(4-(3,5-difluorophenyl)thiophen-2-yl)(3,4,5-trimethoxyphenyl)methanone FC=1C=C(C=C(C1)F)C=1C=C(SC1)C(=O)C1=CC(=C(C(=C1)OC)OC)OC